2-[3-(2-(3-phenylureido)-ethyl)-1H-indol-2-yl]-acetic acid isopropyl ester C(C)(C)OC(CC=1NC2=CC=CC=C2C1CCNC(=O)NC1=CC=CC=C1)=O